1-vinyl-3-propylimidazole chloride salt [Cl-].C(=C)N1CN(C=C1)CCC